C(C)(C)(C)OC(C=CC=1C=CC(=NC1CO[Si](C)(C)C(C)(C)C)C(=O)OCC)=O ethyl 5-(3-tert-butoxy-3-oxoprop-1-en-1-yl)-6-({[tert-butyl(dimethyl)silyl]oxy}methyl)pyridine-2-carboxylate